benzyl 4-(7-amino-3-(2,6-dioxopiperidin-3-yl)-2-oxo-2,3-dihydrobenzo[d]oxazol-6-yl)-3,6-dihydropyridine-1(2H)-carboxylate NC1=C(C=CC=2N(C(OC21)=O)C2C(NC(CC2)=O)=O)C=2CCN(CC2)C(=O)OCC2=CC=CC=C2